2-Fluoro-4-(3-(2-methylpyridin-4-yl)imidazo[1,2-a]pyrimidin-2-yl)phenol FC1=C(C=CC(=C1)C=1N=C2N(C=CC=N2)C1C1=CC(=NC=C1)C)O